ornithinium [NH3+][C@@H](CCCN)C(=O)O